FC=1C=C(C=CC1F)C=1CCC(N1)(C)C 5-(3,4-difluorophenyl)-2,2-dimethyl-3,4-dihydro-2H-pyrrole